5-(2-((2-(5-((dimethylamino)methyl)-1,2,4-oxadiazol-3-yl)propan-2-yl)amino)-2-oxoacetyl)-N-(4-fluoro-3-methylphenyl)-1,2,4-trimethyl-1H-pyrrole-3-carboxamide CN(C)CC1=NC(=NO1)C(C)(C)NC(C(=O)C1=C(C(=C(N1C)C)C(=O)NC1=CC(=C(C=C1)F)C)C)=O